pentachlorolauric acid ClC(C(C(C(=O)O)(Cl)Cl)(Cl)Cl)CCCCCCCC